Decanol chloride [Cl-].C(CCCCCCCCC)O